CN1N=C(C2=CC=C(C=C12)[N+](=O)[O-])N1C(NC(CC1)=O)=O 1-(1-methyl-6-nitro-indazol-3-yl)hexahydropyrimidine-2,4-dione